OCC#C[Na] 3-hydroxy-1-propynylsodium